C(C)(C)(C)OC(=O)N1CC(C(=CC1)OS(=O)C(F)(F)F)(F)F tert-butyl-3,3-difluoro-4-(((trifluoromethyl)sulfinyl)oxy)-3,6-dihydropyridine-1(2H)-carboxylate